ClC1=CC=C(C=C1)N1N=C2C(=NN=C(C2=C1C)C)N1CCC(CC1)C(=O)NCCN(C)C 1-(2-(4-chlorophenyl)-3,4-dimethyl-2H-pyrazolo[3,4-d]pyridazin-7-yl)-N-(2-(dimethylamino)ethyl)piperidine-4-carboxamide